ClC1=NC(=CC(=C1)CO)Cl 2,6-dichloropyridine-4-methanol